CC=1C=CC(=C(C1)NS(=O)(=O)C1=CC=C(C=C1)C)C#CC1=CC=CC=C1 N-[5-methyl-2-(phenylethynyl)phenyl]-4-methylbenzenesulfonamide